6-phenylbenzo[d][1,3]Dioxolane-5-carbaldehyde C1(=CC=CC=C1)C=1C(=CC2=C(OCO2)C1)C=O